FC1=C(C=C(C=C1)C(C1=CC=NC=C1)O)NC(=O)C1=CC(=NN1C=1C=C(CNC(OC(C)(C)C)=O)C=CC1)C(F)(F)F tert-butyl 3-(5-((2-fluoro-5-(hydroxy(pyridin-4-yl)methyl)phenyl)carbamoyl)-3-(trifluoromethyl)-1H-pyrazol-1-yl)benzylcarbamate